NC1=C(C=CC(=C1C)F)C(C)=O 1-(2-amino-4-fluoro-3-methylphenyl)ethan-1-one